(±)-1-[4-(2-methoxyethyl)phenoxy]-3-(propan-2-ylamino)propan-2-ol COCCC1=CC=C(OC[C@@H](CNC(C)C)O)C=C1 |r|